CC1(C(N(C(N1CC1=CC(=NC=C1)NC(=O)NC1COCC1)=O)C1=CC=C(C=C1)SC(F)(F)F)=O)C 1-(4-((5,5-dimethyl-2,4-dioxo-3-(4-((trifluoromethyl)thio)phenyl)imidazolidin-1-yl)methyl)pyridin-2-yl)-3-(tetrahydrofuran-3-yl)urea